N-[(1S)-2-[[5-(3,5-dimethyl-1H-pyrazol-4-yl)-6-fluoro-2-pyridyl]amino]-2-oxo-1-[(7S)-spiro[2.5]octan-7-yl]ethyl]-2-ethyl-pyrazole-3-carboxamide CC1=NNC(=C1C=1C=CC(=NC1F)NC([C@H]([C@H]1CCCC2(CC2)C1)NC(=O)C=1N(N=CC1)CC)=O)C